OCCCNCCCO 3-(3-hydroxy-propylamino)propan-1-ol